ClC1=CC(=C(C(=C1)F)N1C[C@@H](OCC1)C(C)C)F (S)-4-(4-chloro-2,6-difluorophenyl)-2-isopropylmorpholine